FC=1C=C(C=C(C1)C)N1N=C(C(=N1)[C@H]1OCC(N1CCC1=CC2=C(NC(N2)=O)C=C1)=O)C1=CC=C(C=C1)F (2R)-2-(2-(3-fluoro-5-methylphenyl)-5-(4-fluorophenyl)-2H-1,2,3-triazol-4-yl)-3-(2-(2-oxo-2,3-dihydro-1H-benzo[d]imidazol-5-yl)ethyl)oxazolidin-4-one